N1=C(C=CC=C1)CC=1C2=C(N=C(N1)N1CCOCC1)N(CC2)C=2C=NC=CC2 4-(4-(pyridin-2-ylmethyl)-7-(pyridin-3-yl)-6,7-dihydro-5H-pyrrolo[2,3-d]pyrimidin-2-yl)morpholine